C(C=C)(=O)N1C[C@@H](CCC1)N1C=C(C2=C1N=CN=C2N)C2=CC=C(C1=C2OCO1)NC(=O)C1=CC2=CC=CC=C2C=C1 (R)-N-(7-(7-(1-acryloylpiperidin-3-yl)-4-amino-7H-pyrrolo[2,3-d]pyrimidin-5-yl)benzo[d][1,3]dioxol-4-yl)-2-naphthamide